The molecule is the cationic form of a C3 cyanine dye having 1,3-diethyl-5,6-dichloroindoleinine units at each end. It has a role as a fluorochrome. It is a cyanine dye and an indolium ion. CCN1C2=CC(=C(C=C2[N+](=C1/C=C/C=C3N(C4=CC(=C(C=C4N3CC)Cl)Cl)CC)CC)Cl)Cl